7-bromo-5-chloro-1H-indole BrC=1C=C(C=C2C=CNC12)Cl